tert-butyl (2-azidoethyl)(methyl)carbamate N(=[N+]=[N-])CCN(C(OC(C)(C)C)=O)C